S(=[Se])(=O)([O-])CS(=O)(=O)[O-].[Zn+2] zinc selenomethionate